FC(S(=O)(=O)NCC(N1CC2=CC=CC(=C2CC1)OC1=CC=C(C=C1)C(F)(F)F)=O)(F)F 1,1,1-trifluoro-N-(2-oxo-2-(5-(4-(trifluoromethyl)-phenoxy)-3,4-dihydroisoquinolin-2(1H)-yl)ethyl)-methanesulfonamide